5-chloro-1-(1-methyl-1H-pyrazol-4-yl)-6-(1-(2-(methylsulfonyl)ethyl)piperidin-4-yl)-1H-indazole ClC=1C=C2C=NN(C2=CC1C1CCN(CC1)CCS(=O)(=O)C)C=1C=NN(C1)C